CC(C)(C)[S@@](=O)N[C@@H]1[C@@H](OCC12CCN(CC2)C(=O)OC(C)(C)C)C (3S,4S)-tert-butyl 4-((R)-1,1-dimethylethylsulfinamido)-3-methyl-2-oxa-8-azaspiro[4.5]Decane-8-carboxylate